tert-butyl-4-[7-[(2,4-dimethoxyphenyl)methylamino]-6-fluoro-1-tetrahydropyran-2-yl-indazol-4-yl]piperazine-1-carboxylate C(C)(C)(C)OC(=O)N1CCN(CC1)C1=C2C=NN(C2=C(C(=C1)F)NCC1=C(C=C(C=C1)OC)OC)C1OCCCC1